6-chloro-7-fluoro-2H-benzo[e][1,2,4]thiadiazin-3(4H)-one 1,1-dioxide ClC=1C(=CC2=C(NC(NS2(=O)=O)=O)C1)F